2-((2S,3R)-3-(2-cyano-5-fluorophenyl)-3-(1,3-dimethyl-1H-pyrazol-4-yl)-1,1,1-trifluoropropan-2-yl)-5-hydroxy-N-(isoxazol-4-yl)-1-methyl-6-oxo-1,6-dihydropyrimidine-4-carboxamide C(#N)C1=C(C=C(C=C1)F)[C@@H]([C@H](C(F)(F)F)C=1N(C(C(=C(N1)C(=O)NC=1C=NOC1)O)=O)C)C=1C(=NN(C1)C)C